4-((2-cyanophenyl)thio)-6-(6-(4-hydroxypiperidin-1-yl)pyridin-3-yl)pyrazolo[1,5-a]pyridine-3-carbonitrile C(#N)C1=C(C=CC=C1)SC=1C=2N(C=C(C1)C=1C=NC(=CC1)N1CCC(CC1)O)N=CC2C#N